4-chloro-3-nitro-5-(cyclopropylmethoxy)benzamide ((3-((tert-butoxycarbonyl)amino)-3-methylbut-1-en-1-yl)sulfonyl)carbamate C(C)(C)(C)OC(=O)NC(C=CS(=O)(=O)NC(O)=O)(C)C.ClC1=C(C=C(C(=O)N)C=C1OCC1CC1)[N+](=O)[O-]